C(=O)(O)OC(=O)O.N[Pd](N)(N)N tetraaminopalladium dicarbonate